3-(3,4-dimethoxyphenyl)-6-(1-methylpyrazol-4-yl)imidazo[1,2-b]pyridazine COC=1C=C(C=CC1OC)C1=CN=C2N1N=C(C=C2)C=2C=NN(C2)C